OCC#CC1=CC=C(C=C1)NC(OCCCC)=O butyl (4-(3-hydroxyprop-1-yn-1-yl)phenyl)carbamate